2-Hydroxy-α,α,4-trimethylcyclohexanemethanol OC1C(CCC(C1)C)C(O)(C)C